pyridin-2-ylamine mesylate S(C)(=O)(=O)O.N1=C(C=CC=C1)N